FC1=CC=C(CCNC(NC2=CC=C(OC3=NC=NC4=CC(=C(C=C34)NC(CCCC)=O)OC)C=C2)=O)C=C1 N-(4-(4-(3-(4-fluorophenethyl)ureido)phenoxy)-7-methoxyquinazolin-6-yl)pentanamide